C1(=CC=C(C=C1)NC(CC1=CC=CC=C1)C(Cl)C(=O)C(C(CC1=CC=CC=C1)NC1=CC=C(C=C1)C)Cl)C L-1-p-toluidino-2-phenylethylchloromethyl ketone